1-(3-((2-((2-ethyl-4-(4-methylpiperazin-1-yl)phenyl)amino)-5-(trifluoromethyl)pyrimidin-4-yl)amino)propyl)pyrrolidin-2-one C(C)C1=C(C=CC(=C1)N1CCN(CC1)C)NC1=NC=C(C(=N1)NCCCN1C(CCC1)=O)C(F)(F)F